1-(3-((3-chloro-5-(trifluoromethyl)pyridin-2-yl)methoxy)-5-(piperidine-1-carbonyl)isoquinoline-7-carbonyl)-4-phenylpiperidine-4-carbonitrile ClC=1C(=NC=C(C1)C(F)(F)F)COC=1N=CC2=CC(=CC(=C2C1)C(=O)N1CCCCC1)C(=O)N1CCC(CC1)(C#N)C1=CC=CC=C1